FC(S(=O)(=O)C=1C=C(C(=O)NCC2=NC=C3C=CC(=NC3=C2)C=2C=CC(=NC2)OC2CN(C2)C(=O)OC(C)(C)C)C=CC1)F tert-butyl 3-((5-(7-((3-((difluoromethyl)sulfonyl)benzamido)methyl)-1,6-naphthyridin-2-yl)pyridin-2-yl)oxy)azetidine-1-carboxylate